ClC1=C(C=C(C=C1)Cl)C1=CC=C(C=C1)CCCNC=1C2=C(N=C(N1)CC)SC(=C2)C N-(3-(2',5'-dichloro-[1,1'-biphenyl]-4-yl)propyl)-2-ethyl-6-methylthieno[2,3-d]pyrimidin-4-amine